1-benzyl-3-(thiazol-2-yl)urea C(C1=CC=CC=C1)NC(=O)NC=1SC=CN1